tertiary butyl-palladium C(C)(C)(C)[Pd]